C1(CCCCC1)NC(=O)C=1C(=C2C=CC(OC2=CC1CCCCC)(CCC=C(C)C)C)O N-cyclohexyl-5-hydroxy-2-methyl-2-(4-methylpent-3-en-1-yl)-7-pentyl-2H-chromene-6-carboxamide